(S)-4-((1-(3-(1H-pyrazol-1-yl)phenyl)pyrrolidin-3-yl)methoxy)-2-cyclopropylpyrimidine-5-carbonitrile N1(N=CC=C1)C=1C=C(C=CC1)N1C[C@H](CC1)COC1=NC(=NC=C1C#N)C1CC1